C(C1=CC=CC=C1)OC1=NC(=CC=C1N1C(NC2=C1C=C(C=C2)N2CCC(CC2)C(OC)OC)=O)OCC2=CC=CC=C2 3-(2,6-dibenzyloxy-3-pyridyl)-5-[4-(dimethoxymethyl)-1-piperidyl]-1H-benzimidazol-2-one